C(C)(C)(C)OC(N[C@@H]1CN(CC1)CC1=CC=C(C=C1)CN)=O (S)-(1-(4-(aminomethyl)benzyl)pyrrolidin-3-yl)carbamic acid tert-butyl ester